5-((4-(((S)-2-hydroxy-1-phenylethyl)amino)-5-(3-(pyridin-2-yl)-1,2,4-oxadiazol-5-yl)pyridin-2-yl)amino)-3-methylbenzo[c][1,2]oxaborol-1(3H)-ol OC[C@H](C1=CC=CC=C1)NC1=CC(=NC=C1C1=NC(=NO1)C1=NC=CC=C1)NC1=CC2=C(B(OC2C)O)C=C1